1-(2-chloro-4-((7-hydroxy-6-methoxyquinazolin-4-yl)oxy)phenyl)-3-(5-methylisoxazol-3-yl)urea ClC1=C(C=CC(=C1)OC1=NC=NC2=CC(=C(C=C12)OC)O)NC(=O)NC1=NOC(=C1)C